N1C(CCC2=CC=CC=C12)C1=C(C=CC=C1)S(=O)(=O)N 2-(1,2,3,4-tetrahydroquinolin-2-yl)benzenesulfonamide